C[C@@H](/C=C\\C/C=C\\C[C@@H](/C=C/C=C\\C/C=C\\C/C=C\\CCC(=O)[O-])O)O The molecule is a dihydroxydocosahexaenoate that is the conjugate base of (4Z,7Z,10Z,12E,14S,16Z,19Z,21S)-dihydroxydocosahexaenoic acid, obtained by deprotonation of the carboxy group; major species at pH 7.3. It is a conjugate base of a (4Z,7Z,10Z,12E,14S,16Z,19Z,21S)-dihydroxydocosahexaenoic acid. It is an enantiomer of a (4Z,7Z,10Z,12E,14R,16Z,19Z,21R)-dihydroxydocosahexaenoate.